1-(1-acryloylpyrrolidin-3-yl)-3-((3,5-dimethoxyphenyl)ethynyl)-5-(methylamino)-1H-pyrazole-4-carboxamide C(C=C)(=O)N1CC(CC1)N1N=C(C(=C1NC)C(=O)N)C#CC1=CC(=CC(=C1)OC)OC